C(#N)CC1(CN(C1)C1CCN(CC1)C(=O)NC1=C(C=C(C=C1)F)C(F)(F)F)N1N=CC(=C1)C1=C2C(=NC=C1)NC=C2 4-{3-(cyanomethyl)-3-[4-(1H-pyrrolo[2,3-b]pyridin-4-yl)-1H-pyrazol-1-yl]azetidin-1-yl}-N-[4-fluoro-2-(trifluoromethyl)phenyl]piperidine-1-carboxamide